ethan-1-amin hydrochloride Cl.C(C)N